CN(CC(=O)N1C[C@H](OCC1)CNC1=C(C=C(C=C1)S(=O)(=O)NC(C1=C(C=CC=C1)OC=1C=C2C(=NC1)NC=C2)=O)[N+](=O)[O-])C N-{[4-({[(2R)-4-(N,N-dimethylglycyl)morpholin-2-yl]methyl}amino)-3-nitrophenyl]sulfonyl}-2-(1H-pyrrolo[2,3-b]pyridin-5-yloxy)benzamide